FC=1C=C(C=CC1C1CCNCC1)NC1C(NC(CC1)=O)=O 3-((3-Fluoro-4-(piperidin-4-yl)phenyl)amino)piperidine-2,6-dione